NC1=NC=C(C2=C1C(=NN2[C@@H]2CN(CC2)C(C=C)=O)C#CC2=CC1=C(N(C=N1)C1CC1)C=C2F)C (S)-1-(3-(4-amino-3-((1-cyclopropyl-6-fluoro-1H-benzo[d]imidazol-5-yl)ethynyl)-7-methyl-1H-pyrazolo[4,3-c]pyridin-1-yl)pyrrolidin-1-yl)prop-2-en-1-one